2-(Ethyl 3-chloro-2-hydroxypropyl)-3-methylenepyrrolidine-2-carboxylate C(C)C(C(CC1(NCCC1=C)C(=O)[O-])O)Cl